CC1=C(C#N)C=CC=C1C(C)NC1=NC=2N(C3=CC=C(C=C13)N1C=C3C(C1)COC3)C=CN2 2-methyl-3-{1-[7-(tetrahydro-furo[3,4-c]pyrrol-5-yl)-imidazo[1,2-a]quinazolin-5-ylamino]-ethyl}-benzonitrile